CC1=C(C=CC=C1N1CCC(CC1)NC1CCC(CC1)C(=O)O)C1=CC=CC=C1 4-(1-(2-methylbiphenyl-3-yl)piperidin-4-ylamino)cyclohexane-carboxylic acid